2-methoxyethyl (((6-hydroxy-5'-methyl-4-pentyl-2'-(prop-1-en-2-yl)-[1,1'-biphenyl]-2-yl)oxy)methyl)(methyl)carbamate OC1=CC(=CC(=C1C1=C(C=CC(=C1)C)C(=C)C)OCN(C(OCCOC)=O)C)CCCCC